9H-xanthene-3,6-diyl bis(trifluoromethanesulfonate) FC(S(=O)(=O)OC=1C=CC=2CC3=CC=C(C=C3OC2C1)OS(=O)(=O)C(F)(F)F)(F)F